17-Hydroxy-nonacosanoic acid OC(CCCCCCCCCCCCCCCC(=O)O)CCCCCCCCCCCC